BrC=1C=C(C=CC1F)C#C[Si](C)(C)C ((3-bromo-4-fluorophenyl)ethynyl)trimethylsilane